C1(=CC=CC=C1)N(C(=O)N1[C@@H]([C@H]2CC[C@@H](C1)N2C(N(CC2=C(C=CC=C2)C)CC)=O)C(=O)O)C2=CC=CC=C2 (1R,2S,5S)-3-(diphenylcarbamoyl)-8-(ethyl(2-methylbenzyl)carbamoyl)-3,8-diazabicyclo[3.2.1]octane-2-carboxylic acid